N-(5-cyano-6-(1H-1,2,4-triazol-1-yl)pyridin-3-yl)-1-(quinolin-5-yl)-5-(trifluoromethyl)-1H-pyrazole-4-carboxamide C(#N)C=1C=C(C=NC1N1N=CN=C1)NC(=O)C=1C=NN(C1C(F)(F)F)C1=C2C=CC=NC2=CC=C1